(3R)-N-[2-fluoro-4-methyl-5-(4,4,5,5-tetramethyl-1,3,2-dioxaborolan-2-yl)phenyl]-3-(2,2,2-trifluoroethoxy)pyrrolidine-1-carboxamide FC1=C(C=C(C(=C1)C)B1OC(C(O1)(C)C)(C)C)NC(=O)N1C[C@@H](CC1)OCC(F)(F)F